C1=CC=CC=2C3=CC=CC=C3C(=CC12)N(C1=CC=C(C=C1)C=CC1=CC=C(C=C1)N(C1=CC=CC=C1)C=1C2=CC=CC=C2C=2C=CC=CC2C1)C1=CC=CC=C1 N,N'-bis(9-phenanthryl)-N,N'-diphenyl-4,4'-diaminostilbene